2-(5-bromo-2-chlorobenzoyl)naphthalene BrC=1C=CC(=C(C(=O)C2=CC3=CC=CC=C3C=C2)C1)Cl